O[C@H](CC(=O)N(C)C)C1=C(C=CC=C1)C (R)-3-hydroxy-N,N-dimethyl-3-(o-tolyl)propanamide